C[C@]12CCC(=O)C[C@H]1CC[C@@H]3[C@@H]2CC[C@]4([C@H]3CC[C@@H]4O)C The molecule is a 17beta-hydroxyandrostan-3-one that has beta- configuration at position 5. It is a metabolite of testosterone. It has a role as an androgen, a mouse metabolite, a vasodilator agent and a human metabolite. It is a 17beta-hydroxyandrostan-3-one and a 3-oxo-5beta-steroid.